5,5-difluorooctahydropentalen-2-ol FC1(CC2CC(CC2C1)O)F